1-(4-(2-(4-bromophenyl)-propan-2-yl)thiazol-2-yl)-3-(4-(3-hydroxypyrrolidin-1-yl)benzyl)urea BrC1=CC=C(C=C1)C(C)(C)C=1N=C(SC1)NC(=O)NCC1=CC=C(C=C1)N1CC(CC1)O